(3-(2-Methylimidazo[1,2-b]pyridazin-6-yl)phenyl)acetamide CC=1N=C2N(N=C(C=C2)C=2C=C(C=CC2)CC(=O)N)C1